[N+](=O)([O-])C1=CC(=C(C#N)C=C1)N1CCC2(CC2)CC1 4-nitro-2-(6-azaspiro[2.5]octan-6-yl)benzonitrile